FC1=CN=C(C2=CC=CC(=C12)S(=O)(=O)N1[C@@H](CNCCC1)C)O (R)-4-fluoro-5-((2-methyl-1,4-diazepan-1-yl)sulfonyl)isoquinolin-1-ol